C(#N)C1=CC(=C(C=C1F)NS(=O)(=O)C1=CNC=C1C([2H])([2H])C1=CC(=CC=C1)F)F N-(4-cyano-2,5-difluorophenyl)-4-((3-fluorophenyl)methyl-d2)-1H-pyrrole-3-sulfonamide